C(C)OC(CCC(=O)N1CC2=CC(=C(C=C2C1)OCCCOC=1C=C2CN(CC2=CC1OC)C(C[C@@H](C(=O)OC)C)=O)OC)=O methyl (S)-4-(5-(3-((2-(4-ethoxy-4-oxobutanoyl)-6-methoxyisoindolin-5-yl)oxy)propoxy)-6-methoxyisoindolin-2-yl)-2-methyl-4-oxobutanoate